5-(1-fluoro-3-hydroxy-7-{[(3-methylbutyl)amino]methyl}-5,6,7,8-tetrahydronaphthalen-2-yl)-1λ6,2,5-thiadiazolidine-1,1,3-trione FC1=C(C(=CC=2CCC(CC12)CNCCC(C)C)O)N1CC(NS1(=O)=O)=O